FC=1C(=CC(=NC1)OC)[C@H](C(=O)O)C (2R)-2-(5-fluoro-2-methoxypyridin-4-yl)propanoic Acid